NC1=CC(=C(C=C1F)C=1C=CC(N(C1)C)=O)Cl 5-(4-Amino-2-chloro-5-fluorophenyl)-1-methylpyridin-2(1H)-one